C(C)OC=1N=NN(C1)[C@H](C(=O)OC(C)(C)C)[C@H](CC)C tert-butyl (2S,3S)-2-(4-ethoxytriazol-1-yl)-3-methyl-1-pentanoate